(2S)-2-[[(2S)-6,8-difluoro-1,2,3,4-tetrahydro-2-naphthalenyl]amino]-N-[1-[2-[(2,2-dimethylpropyl)amino]-1,1-dimethylethyl]-1H-imidazol-4-yl]pentanamide hydrobromide Br.FC=1C=C2CC[C@@H](CC2=C(C1)F)N[C@H](C(=O)NC=1N=CN(C1)C(CNCC(C)(C)C)(C)C)CCC